O.O.O.FC(C(C(F)(F)F)(OC)C=1C=C(C=C(C1)C(C(F)(F)F)(C(F)(F)F)OC)[B-](C1=CC(=CC(=C1)C(C(F)(F)F)(C(F)(F)F)OC)C(C(F)(F)F)(C(F)(F)F)OC)(C1=CC(=CC(=C1)C(C(F)(F)F)(C(F)(F)F)OC)C(C(F)(F)F)(C(F)(F)F)OC)C1=CC(=CC(=C1)C(C(F)(F)F)(C(F)(F)F)OC)C(C(F)(F)F)(C(F)(F)F)OC)(F)F.[K+] potassium tetrakis[3,5-bis(1,1,1,3,3,3-hexafluoro-2-methoxy-2-propyl)phenyl]borate trihydrate